OC=1C(C=CN2NCN(C(C21)=O)CCC(C)C2=CC=CC=C2)=O 5-hydroxy-3-(3-phenylbutyl)-2,3-dihydro-1H-pyrido[2,1-f][1,2,4]triazine-4,6-dione